2-di-t-butylphosphino-2,4,6-triisopropyl-1,1-biphenyl C(C)(C)(C)P(C1(C(=C(C=C(C1)C(C)C)C(C)C)C1=CC=CC=C1)C(C)C)C(C)(C)C